(3-(2-((1,3-dihydroxypropan-2-yl)amino)-5-(trifluoromethyl)pyrimidin-4-yl)-1H-indol-7-yl)dimethylphosphine oxide OCC(CO)NC1=NC=C(C(=N1)C1=CNC2=C(C=CC=C12)P(C)(C)=O)C(F)(F)F